2-(3-methoxy-4-phenyl-1H-pyrazol-1-yl)-4-morpholinopyrido[3',2':4,5]furo[3,2-d]pyrimidine COC1=NN(C=C1C1=CC=CC=C1)C=1N=C(C2=C(N1)C1=C(O2)N=CC=C1)N1CCOCC1